4-(1-methyl-5-(5-(2-methyl-4-(oxetan-3-yl)piperazin-1-yl)pyridin-2-ylamino)-6-oxo-1,6-dihydropyridin-3-yl)nicotinaldehyde CN1C=C(C=C(C1=O)NC1=NC=C(C=C1)N1C(CN(CC1)C1COC1)C)C1=CC=NC=C1C=O